NC1=C(C(=NC=N1)C=1C=NN(C1)[C@@H](CO)C1=CC=CC=C1)C1=CC=C(C=C1)Cl (2R)-2-{4-[6-Amino-5-(p-chlorophenyl)-4-pyrimidinyl]-1H-pyrazol-1-yl}-2-phenylethanol